FC(C1=CC=C(C=N1)C1=CC2=C(N=C(S2)NC(=O)C2C(C3C=CC2C3)C(=O)O)C=C1)(F)F 3-[[6-[6-(trifluoromethyl)-3-pyridinyl]-1,3-benzothiazol-2-yl]carbamoyl]bicyclo[2.2.1]hept-5-ene-2-carboxylic acid